4-tertiary butyl-benzyl alcohol C(C)(C)(C)C1=CC=C(CO)C=C1